C1(CC1)CC1C(N(C1=O)C=1C=CC(=C2C=CC=NC12)I)CC(C#N)(C)C 3-(3-(cyclopropylmethyl)-1-(5-iodoquinolin-8-yl)-4-oxoazetidin-2-yl)-2,2-dimethylpropionitrile